N[C@H]1CN(C[C@@H](C1)F)C(=O)C1=CC2=C(N(C(=N2)C2=CC3=C(N2CC2CC2)C=C(S3)C)C)C(=C1)OC ((3R,5R)-3-amino-5-fluoropiperidin-1-yl)(2-(4-(cyclopropylmethyl)-2-methyl-4H-thieno[3,2-b]pyrrol-5-yl)-7-methoxy-1-methyl-1H-benzo[d]imidazol-5-yl)methanone